tert-Butyl (2-(2-(5-((3,4-dichlorobenzyl)amino)-7-oxo-6,7-dihydro-1H-pyrazolo[4,3-d]pyrimidin-1-yl)ethoxy)ethyl)carbamate ClC=1C=C(CNC=2NC(C3=C(N2)C=NN3CCOCCNC(OC(C)(C)C)=O)=O)C=CC1Cl